ClC1=C(C=CC(=C1)SC([2H])([2H])[2H])NC(CN1C=2N(C(C(=C1CC)N1CCNCC1)=O)N=C(N2)C=2COCCCC2)=O N-(2-chloro-4-((methyl-d3)thio)phenyl)-2-(5-ethyl-7-oxo-6-(piperazin-1-yl)-2-(2,5,6,7-tetrahydrooxepin-3-yl)-[1,2,4]triazolo[1,5-a]pyrimidin-4(7H)-yl)acetamide